ClC1=C2C(=NC(=N1)N)N(N=C2)CC2=CC=C(C=C2)[N+](=O)[O-] 4-chloro-1-(4-nitrobenzyl)-1H-pyrazolo[3,4-d]pyrimidine-6-amine